FC1=C(CNC(=O)C=2C(C(=C3N([C@@H]4COCCCN(C3=O)C4)C2)O)=O)C=CC(=C1)F |r| (S)- and (R)-N-(2,4-difluorobenzyl)-13-hydroxy-1,12-dioxo-1,4,5,7,8,12-hexahydro-3H-2,8-methanopyrido[1,2-d][1,4,7]oxadiazecine-11-carboxamide